O1C(=CC=C1)P(C=1[CH-]C=CC1)C=1OC=CC1.[CH-]1C=CC=C1.[Fe+2] 2-(di-2-furylphosphino)ferrocene